C(CCC)NC=1C(=CC=CC1)N N-butyl-1,2-benzenediamine